FC1=C(C(=CC(=C1)N1CCO[C@H](CC1)C(F)(F)F)C)NC(CC(C)(C)C)=O |r| racemic-N-[2-fluoro-6-methyl-4-[7-(trifluoromethyl)-1,4-oxazepan-4-yl]phenyl]-3,3-dimethyl-butanamide